3-methoxy-N-((3-methyl-4-((5-methylthiazol-2-yl)oxy)phenyl)carbamoyl)cyclobutane-1-carboxamide COC1CC(C1)C(=O)NC(NC1=CC(=C(C=C1)OC=1SC(=CN1)C)C)=O